2-Amino-2-deoxy-β-D-glucopyranosyl-(1→3)-[α-D-galactopyranosyl-(1→4)]-2-amino-2-deoxy-D-mannose N[C@H]1[C@@H](O[C@@H]([C@H]([C@@H]1O)O)CO)O[C@H]([C@@H](C=O)N)[C@H](O[C@@H]1[C@H](O)[C@@H](O)[C@@H](O)[C@H](O1)CO)[C@H](O)CO